CN1CCC(CC1)C(=O)O N-methylpiperidine-4-carboxylic acid